C(C)N1C2=NC(=NC(=C2N=C1)N1CCOCC1)NN 4-(9-ethyl-2-hydrazino-9H-purin-6-yl)morpholine